C(C(=C)C)(=O)OCCOP(O)(O)=O phosphoric acid mono(methacryloyloxyethyl) ester